6-[7-Methoxy-3-methyl-8-(1-methyl-1H-pyrazol-4-yl)-2-oxo-2,3-dihydroimidazo-[4,5-c]quinolin-1-yl]-nicotinonitrile COC=1C(=CC=2C3=C(C=NC2C1)N(C(N3C3=NC=C(C#N)C=C3)=O)C)C=3C=NN(C3)C